Cl(=O)(=O)(=O)O.[F] fluorine perchloric acid